tert-butyl 8-methyl-4-[2-methylsulfonyl-7-oxo-8-(tetrahydrofuran-3-ylmethyl)-pyrido[2,3-d]pyrimidin-6-yl]-2,3-dihydroquinoxaline-1-carboxylate CC=1C=CC=C2N(CCN(C12)C(=O)OC(C)(C)C)C1=CC2=C(N=C(N=C2)S(=O)(=O)C)N(C1=O)CC1COCC1